COC1=CC=C(COC(CCCCCC[C@@H]2[C@H]([C@@H](CC2=O)OC2OCCC2)CCC(C(CCCC)(F)F)O)=O)C=C1 7-[(1R,2R,3R)-2-(4,4-difluoro-3-hydroxyoctyl)-5-keto-3-(tetrahydrofuran-2-yloxy)cyclopentyl]-heptanoic acid 4-methoxybenzyl ester